C1CC12OCCN(C2)C=2C=CC1=C(NC(=N1)C1=CC(=CN1)C(=O)C1=C(C=CC=C1)C(F)(F)F)C2 (5-(6-(4-oxa-7-azaspiro[2.5]octan-7-yl)-1H-benzo[d]imidazol-2-yl)-1H-pyrrol-3-yl)(2-(trifluoromethyl)phenyl)methanone